COC1=CC=CC=2N(C(=NC21)CCC2=CC=CC=C2)CCCC2=CC=CC=C2 methoxy-2-phenylethyl-1-(3-phenylpropyl)-1H-benzo[d]Imidazole